C(#N)C1=C(C=NN1COCC[Si](C)(C)C)C(=O)O 5-cyano-1-(2-trimethylsilylethoxymethyl)pyrazole-4-carboxylic acid